NC=1C2=C(N(CN1)C1=C(C(=CC=C1)C)F)N=C(C=C2)C2CC2 4-amino-7-cyclopropyl-1-(2-fluoro-3-methylphenyl)pyrido[2,3-d]pyrimidin